2-(9-chloro-5-oxopyrido[3',4':4,5]pyrimido[1,2-a]indol-11(5H)-ylidene)hydrazine-1-carbothioamide ClC1=CC=2C(C=3N(C2C=C1)C(C1=C(N3)C=NC=C1)=O)=NNC(N)=S